1-(2,6-difluorophenyl)-4-(4,4,5,5-tetramethyl-1,3,2-dioxaborolan-2-yl)-1,2,3,6-tetrahydropyridine FC1=C(C(=CC=C1)F)N1CCC(=CC1)B1OC(C(O1)(C)C)(C)C